BrC=1C(=NC(=CC1)N1C=NN=C1)C(=O)NC1=CC=NC=C1 3-bromo-N-(pyridin-4-yl)-6-(4H-1,2,4-triazol-4-yl)picolinamide